2-ethoxy-N-(5-nitrothiazol-2-yl)-4-((tetrahydro-2H-pyran-4-yl)amino)benzamide copper [Cu].C(C)OC1=C(C(=O)NC=2SC(=CN2)[N+](=O)[O-])C=CC(=C1)NC1CCOCC1